N1(CCCCCC1)S(=O)(=O)C=1C=C(C=CC1C)N(C(CN1N=CC(=C(C1=O)Cl)Cl)=O)C N-(3-(azepan-1-ylsulfonyl)-4-methylphenyl)-2-(4,5-dichloro-6-oxopyridazin-1(6H)-yl)-N-methylacetamide